CC1=C(C=C(C(=O)N)C=C1)S(=O)(=O)C 4-methyl-3-(methylsulfonyl)benzamide